2-(o-(2,5-dimethylbenzylidene)-phenyl)-3-methoxypropenoate CC1=C(C=C2C(C=CC=C2)C(C(=O)[O-])=COC)C=C(C=C1)C